3-(5-bromo-6-fluoro-1H-indazol-1-yl)-1-(4-methoxyphenylmethyl)piperazine-2,6-dione BrC=1C=C2C=NN(C2=CC1F)C1C(N(C(CN1)=O)CC1=CC=C(C=C1)OC)=O